CC1=NOC(=C1CSC1=C(C(=O)NCCNC2=CC(=NC=3N2N=CN3)C)C=CC=C1)C 2-[[(3,5-dimethyl-4-isoxazolyl)methyl]thio]-N-[2-[(5-methyl[1,2,4]triazolo[1,5-a]pyrimidin-7-yl)amino]ethyl]-benzamide